tert-butyl (4-amino-3-bromobenzyl)carbamate NC1=C(C=C(CNC(OC(C)(C)C)=O)C=C1)Br